(3S)-3-amino-4-(4-{[(furan-2-yl)methyl]amino}-7-methylthieno[3,2-c]pyridazin-6-yl)butanenitrile N[C@@H](CC#N)CC1=C(C=2N=NC=C(C2S1)NCC=1OC=CC1)C